2-(3-chloro-5-(2-(((R)-((R)-8-cyano-3,4-dihydro-2H-benzo[b][1,4]oxazin-2-yl)(phenyl)methyl)amino)ethyl)phenyl)acetic acid ClC=1C=C(C=C(C1)CCN[C@H](C1=CC=CC=C1)[C@H]1CNC2=C(O1)C(=CC=C2)C#N)CC(=O)O